6-(3-((3-fluoropyridin-4-yl)amino)-7,8-dihydro-1,6-naphthyridin-6(5H)-yl-5,5,7,7-d4)-4,5-dimethylpyridazine-3-carbonitrile FC=1C=NC=CC1NC=1C=NC=2CC(N(C(C2C1)([2H])[2H])C1=C(C(=C(N=N1)C#N)C)C)([2H])[2H]